NC1(CCN(CC1)C1=NC(=C2C(=N1)NN=C2Br)C#N)C2CC2 6-(4-Amino-4-cyclopropylpiperidin-1-yl)-3-bromo-1H-pyrazolo[3,4-d]pyrimidine-4-carbonitrile